(2-methoxyphenyl)-6-methylnicotinic acid COC1=C(C=CC=C1)C1=C(C(=O)O)C=CC(=N1)C